C(C(=C)C)(=O)OCCC(C)[Si](OC)(OC)C 3-(methyldimethoxysilyl)butyl methacrylate